2-Methyl 6-(1-(tert-butoxycarbonyl)piperidin-3-yl)-4-chloro-7-fluoro-1H-indole-2-carboxylate C(C)(C)(C)OC(=O)N1CC(CCC1)C1=CC(=C2C=C(NC2=C1F)C(=O)OC)Cl